C(C1=CC=CC=C1)SC=1C(=NC(=NC1)C(F)(F)F)CC 5-(benzylthio)-4-ethyl-2-(trifluoromethyl)pyrimidine